2-(2-((5-(1-aminoisoquinolin-5-yl)-2-cyclobutyl-2H-indazol-3-yl)methoxy)-4-methoxyphenyl)acetic acid NC1=NC=CC2=C(C=CC=C12)C1=CC2=C(N(N=C2C=C1)C1CCC1)COC1=C(C=CC(=C1)OC)CC(=O)O